isononyl benzoate C(C1=CC=CC=C1)(=O)OCCCCCCC(C)C